maleimidopropionyl-alanine C1(C=CC(N1CCC(=O)N[C@@H](C)C(=O)O)=O)=O